5-[4-[[1-[4-[[3-(4-cyano-3-methoxy-phenoxy)-2,2,4,4-tetramethyl-cyclobutyl]carbamoyl]phenyl]-4-piperidyl]methyl]piperazin-1-yl]pyrimidine-2-carboxylic acid C(#N)C1=C(C=C(OC2C(C(C2(C)C)NC(=O)C2=CC=C(C=C2)N2CCC(CC2)CN2CCN(CC2)C=2C=NC(=NC2)C(=O)O)(C)C)C=C1)OC